FC1=C(C(=O)NC=2C=NC(=CC2)OC2=C(C=C(C=C2)NC)F)C=CC(=C1)C(F)(F)F 2-Fluoro-N-{6-[2-fluoro-4-(methylamino)phenoxy]pyridin-3-yl}-4-(trifluoromethyl)benzamide